methyl (S)-1,2,3,4-tetrahydro-isoquinoline-3-carboxylate C1N[C@@H](CC2=CC=CC=C12)C(=O)OC